CC1(OB(OC1(C)C)C1=CC2=C(NN=N2)C=C1)C 5-(4,4,5,5-tetramethyl-1,3,2-dioxaborolan-2-yl)-1H-benzotriazole